N=1N=NC(C1)=O Triazolon